C(#N)C=1C=CC(=NC1)N1CCN(CC1)CCC(=O)N[C@@H]1CCC=2C1=NNC(C2C(F)(F)F)=O |r| rac-3-(4-(5-Cyanopyridin-2-yl)piperazin-1-yl)-N-(3-oxo-4-(trifluoromethyl)-3,5,6,7-tetrahydro-2H-cyclopenta[c]pyridazin-7-yl)propanamide